(3-(3-Acetaminophenyl)imidazo[1,2-a]pyridin-6-yl)(methyl)carbamic acid tert-butyl ester C(C)(C)(C)OC(N(C)C=1C=CC=2N(C1)C(=CN2)C2=CC(=CC=C2)NC(=O)C)=O